(3R)-2'-{6-amino-5-[(1S)-1-(2-fluorophenyl)ethoxy]pyridin-3-yl}-N-ethyl-5',6'-dihydrospiro[pyrrolidine-3,4'-pyrrolo[1,2-b]pyrazole]-1-carboxamide NC1=C(C=C(C=N1)C=1C=C2N(N1)CC[C@]21CN(CC1)C(=O)NCC)O[C@@H](C)C1=C(C=CC=C1)F